13,23-Dimethylheptatriacontane CC(CCCCCCCCCCCC)CCCCCCCCCC(CCCCCCCCCCCCCC)C